C(C)(C)(C)OC(N(C1=NC=C(N=C1C#C)C1=CC=C(C=C1)S(=O)(=O)C(C)C)C(=O)OC(C)(C)C)=O tertButyl(tert-butoxycarbonyl)(3-ethynyl-5-(4-(isopropylsulfonyl)phenyl)pyrazin-2-yl)carbamate